2,3-dihydropyrido[3,2-b][1,4]oxazin O1C2=C(NCC1)N=CC=C2